[Sn]=O Tin Monoxide